ClC1=CC=C(C=C1)[C@@]1(N(C(C2=CC(=CC(=C12)F)C(CC)(C=1C=NN(C1)C)O)=O)CC1=CC=C(C=N1)C#N)O[C@@H]1C[C@@H](C1)O 6-{[(1R)-1-(4-chlorophenyl)-7-fluoro-5-[1-hydroxy-1-(1-methyl-1H-pyrazol-4-yl)propyl]-3-oxo-1-[cis-3-hydroxycyclobutoxy]-2,3-dihydro-1H-isoindol-2-yl]methyl}pyridine-3-carbonitrile